FC(COCC1(CCC(C=2N(C1)N=C1C2CN(CC1)C(=O)OC(C)(C)C)(F)F)O)F tert-butyl 8-((2,2-difluoroethoxy)methyl)-11,11-difluoro-8-hydroxy-3,4,8,9,10,11-hexahydro-1H-pyrido[4',3':3,4]pyrazolo[1,5-a]azepine-2(7H)-carboxylate